4-((2s,4r)-4-(4-fluoro-1H-pyrazol-1-yl)-1-((5-methoxy-7-methyl-1H-indol-4-yl)methyl)piperidin-2-yl)benzoic acid FC=1C=NN(C1)[C@H]1C[C@H](N(CC1)CC1=C2C=CNC2=C(C=C1OC)C)C1=CC=C(C(=O)O)C=C1